2-(7-(2,3-dichloro-6-hydroxyphenyl)imidazo[1,2-a]pyridin-2-yl)-1-(piperazin-1-yl)ethane-1-one ClC1=C(C(=CC=C1Cl)O)C1=CC=2N(C=C1)C=C(N2)CC(=O)N2CCNCC2